CC(C)(C)S(=O)(=O)NC=1C=C(C=CC1)NC=1C2=C(N=C(N1)NC1=CC=C(C=C1)N1CCN(CC1)C)CCC2 N4-(3-[(1,1-Dimethylethyl)sulfonamido]phenyl)-N2-[4-(4-methylpiperazin-1-yl)phenyl]-6,7-dihydro-5H-cyclopenta[d]pyrimidine-2,4-diamine